C(CCCCCCC)NSC=1SC2=C(N1)C=CC=C2 N-Octyl-2-benzothiazolylsulfenamide